N-(6-(2-azaspiro[3.3]heptane-6-carbonyl)pyridin-2-yl)-5-fluoropyridine-2-carboxamide C1NCC12CC(C2)C(=O)C2=CC=CC(=N2)NC(=O)C2=NC=C(C=C2)F